C(CCCCCCC\C=C/CCCCCCCC)N(CCN(CCN1CCNCC1)CCCCCCCC\C=C/CCCCCCCC)CCCCCCCC\C=C/CCCCCCCC N1,N1,N2-tris((Z)-octadec-9-en-1-yl)-N2-(2-(piperazin-1-yl)ethyl)ethane-1,2-diamine